OC1(CC(C1)C(=O)N1CC2(C1)CC(C2)OC2=CC(=C(C=C2)C)C(F)(F)F)C ((1s,3s)-3-Hydroxy-3-methylcyclobutyl)(6-(4-methyl-3-(trifluoromethyl)phenoxy)-2-azaspiro[3.3]heptan-2-yl)methanon